[K+].[Mn](=O)(=O)([O-])[O-].[K+] Potassium manganate potassium